(S)-3-amino-3-(4-bromophenyl)propanoic acid N[C@@H](CC(=O)O)C1=CC=C(C=C1)Br